(2RS)-2-(5-Fluoro-2-hydroxy-phenyl)-2-[6-[2-[4-[(4-methylpiperazin-1-yl)methyl]phenyl]ethynyl]-1-oxo-isoindolin-2-yl]-N-thiazol-2-yl-acetamid FC=1C=CC(=C(C1)[C@H](C(=O)NC=1SC=CN1)N1C(C2=CC(=CC=C2C1)C#CC1=CC=C(C=C1)CN1CCN(CC1)C)=O)O |r|